5-(4-((1-(3-aminopropyl)-3-(4-(trifluoromethoxy)phenyl)-1H-indol-5-yl)methyl)piperazin-1-yl)-2-(2,6-dioxopiperidin-3-yl)isoindoline-1,3-dione NCCCN1C=C(C2=CC(=CC=C12)CN1CCN(CC1)C=1C=C2C(N(C(C2=CC1)=O)C1C(NC(CC1)=O)=O)=O)C1=CC=C(C=C1)OC(F)(F)F